t-butyl 8-aminocaprylate NCCCCCCCC(=O)OC(C)(C)C